C(C)(C)(C)OC(=O)N[C@H](C(=O)OC(C)(C)C)CC1=NOC(=N1)COC tert-butyl (S)-2-((tert-butoxycarbonyl)amino)-3-(5-(methoxymethyl)-1,2,4-oxadiazol-3-yl)propanoate